2,2'-((2-((2-(3-(2-((2-((cyanomethyl)amino)eth-yl)amino)ethyl)-2-oxoimidazolidin-1-yl)ethyl)amino)ethyl)azane-diyl)diacetonitrile C(#N)CNCCNCCN1C(N(CC1)CCNCCN(CC#N)CC#N)=O